ClC1=C(C=CC=C1)SCC(=O)N1C(CCC1)C1=NC(C(=C2N1CCN(C2=O)CC(F)(F)F)O)=O 6-(1-(2-((2-chlorophenyl)thio)acetyl)pyrrolidin-2-yl)-9-hydroxy-2-(2,2,2-trifluoroethyl)-3,4-dihydro-2H-pyrazino[1,2-c]pyrimidine-1,8-dione